5-[2-[3-(hydroxy-3,5-dimethoxyphenyl)-2-hydroxymethyl-2,3-dihydrobenzo[1,4]dioxin-6-yl]vinyl]benzene-1,3-diol OC1=C(C=C(C=C1OC)OC)C1OC2=C(OC1CO)C=CC(=C2)C=CC=2C=C(C=C(C2)O)O